C(C)OC(C[C@H](C1=CC2=C(N(N=N2)C)C(=C1)OC)C1=C2CCN(CC2=CC=C1)C(C1=CC=CC=C1C1=NC=C(C=C1)OC)=O)=O (R)-3-[2-(5-methoxy-2-pyridinebenzoyl)-1,2,3,4-tetrahydroisoquinolin-5-yl]-3-(7-methoxy-1-methyl-1H-benzo[d][1,2,3]triazol-5-yl)propionic acid ethyl ester